CC(CCC(=O)N)=CC 4-methylhex-4-enamide